FC1(CC(C1)NC(=O)C=1C=NN2C1C=C(C=C2)C2=CNC=1N=C(N=CC12)NC1=CC=NC=C1)F N-(3,3-difluorocyclobutyl)-5-(2-(pyridin-4-ylamino)-7H-pyrrolo[2,3-d]pyrimidin-5-yl)pyrazolo[1,5-a]pyridine-3-carboxamide